4-Hydroxybenzylisothiocyanat OC1=CC=C(CN=C=S)C=C1